Dioxolano[4',5':5,6]Benzo[1,2-d]Isoxazol-8-amine O1COC=2C=CC3=C(C(=NO3)N)C21